(R)-1-(7,8-dichloro-1-methyl-3,4-dihydropyrazino[1,2-b]indazol-2(1H)-yl)-2-hydroxyethan-1-one ClC1=C(C=CC2=C3N(N=C12)CCN([C@@H]3C)C(CO)=O)Cl